C(C)(C)(C)OC(=O)N1C(CCCC1)NC(C(F)(F)OC1=C(C=CC=C1)C#N)=O (2-(2-cyanophenoxy)-2,2-difluoroacetamido)piperidine-1-carboxylic acid tert-butyl ester